(2-amino-3-fluoro-phenyl)-[6-(difluoromethyl)-5-methyl-3-pyridyl]methanol NC1=C(C=CC=C1F)C(O)C=1C=NC(=C(C1)C)C(F)F